C(C)(C)(C)OC(NC1(CN(C1)C1=NC=CC(=C1)F)C)=O [1-(4-fluoro-2-pyridinyl)-3-methyl-azetidin-3-yl]carbamic acid tert-butyl ester